C12(CC3CC(CC(C1)C3)C2)[C@@H]2[C@H](N([C@H](S2)C(C)(C)C)C=O)C(=O)OC methyl (2R,4R,5R)-5-((3R,5R,7R)-adamantan-1-yl)-2-(tert-butyl)-3-formylthiazolidine-4-carboxylate